methyl-bicycloheptane CC1(CCCCCC1)C1CCCCCC1